3-(3-oxo-2,3-dihydro-4H-benzo[b][1,4]oxazin-4-yl)propanoic acid O=C1N(C2=C(OC1)C=CC=C2)CCC(=O)O